(13S)-4,13-dimethyl-19-(oxan-2-yl)-7,10-dioxa-5,14,19,20,23-pentaazatetracyclo[13.5.2.12,6.018,21]tricosa-1(20),2(23),3,5,15(22),16,18(21)-heptaene CC1=CC=2C3=NN(C=4C=CC(N[C@H](CCOCCOC(=N1)N2)C)=CC34)C3OCCCC3